ClC=1C=C(C=C(C1)C(F)(F)F)C1=C(C(=O)N)C=CC(=C1C#C)C (3-chloro-5-(trifluoromethyl)phenyl)-3-ethynyl-4-methylbenzamide